ClC=1C=CC=C2C(C=C(OC12)C1=C(C=C(C=C1)C)OCCN(C)S(NCC)(=O)=O)=O 8-chloro-2-[2-[2-[ethylsulfamoyl(methyl)amino]ethoxy]-4-methylphenyl]-4-oxo-chromene